FC1=C(C=C(C=C1)N(C(=O)C1NNC(C1)=O)C)C N-(4-fluoro-3-methylphenyl)-N-methyl-5-oxopyrazolidine-3-carboxamide